O=C1NC(CCC1N1C(C2=CC=C(C=C2C1=O)N1CCN(CC1)CC1=CC=C(C=C1)CN1CCNCC1)=O)=O 2-(2,6-dioxo-3-piperidinyl)-5-[4-[[4-(piperazin-1-ylmethyl)phenyl]methyl]piperazin-1-yl]isoindoline-1,3-dione